(3aR,5s,6aS)-N-[6-(3-methoxy-phenyl)pyridazin-3-yl]-2-(tetrahydro-pyran-4-ylmethyl)-3,3a,4,5,6,6a-hexahydro-1H-cyclopenta[c]pyrrol-5-amine COC=1C=C(C=CC1)C1=CC=C(N=N1)NC1C[C@@H]2[C@@H](CN(C2)CC2CCOCC2)C1